OCCCC(=O)N[C@H](C)C1=CC(=CC=C1)OC 4-hydroxy-N-[(1R)-1-(3-methoxyphenyl)ethyl]butanamide